4-(3-Chloro-2-fluoro-6-methoxyphenyl)-N-(5-((1-hydroxypropan-2-yl)thio)-1,3,4-thiadiazol-2-yl)-6-methylnicotinamide ClC=1C(=C(C(=CC1)OC)C1=CC(=NC=C1C(=O)NC=1SC(=NN1)SC(CO)C)C)F